4-(2-methylphenyl)-7-(4-methyl-1,3-thiazol-5-yl)-2-(2-(2-propenoyl)-2,6-diazaspiro[3.4]octan-6-yl)-5,6-dihydro-3-quinolinecarbonitrile CC1=C(C=CC=C1)C1=C(C(=NC=2C=C(CCC12)C1=C(N=CS1)C)N1CC2(CN(C2)C(C=C)=O)CC1)C#N